(2R)-2-(4,5-dichloro-6-oxo-pyridazin-1-yl)-N-[4-methyl-3-[2-(4-sulfamoylphenyl)ethylsulfamoyl]phenyl]propanamide ClC=1C=NN(C(C1Cl)=O)[C@@H](C(=O)NC1=CC(=C(C=C1)C)S(NCCC1=CC=C(C=C1)S(N)(=O)=O)(=O)=O)C